C(C)C(=C(CC)CC)O[Si]([O-])([O-])[O-] triethylvinylorthosilicate